(7R,8S)-rel-(2R,8aS)-2-(2,3-dichloro-6-hydroxyphenyl)-7,8-dihydroxy-hexahydro-1H-indolizin-5-one ClC1=C(C(=CC=C1Cl)O)[C@H]1C[C@H]2[C@@H]([C@@H](CC(N2C1)=O)O)O |o1:9,11|